2,2-Difluoro-3-butenoic anhydride FC(C(=O)OC(C(C=C)(F)F)=O)(C=C)F